COC1=C(CN2CC(NC3=C(C2=O)C=C(C=C3)F)=O)C=CC(=C1)OC 4-(2,4-dimethoxybenzyl)-7-fluoro-3,4-dihydro-1H-benzo[e][1,4]diazepine-2,5-dione